3-(3-(1-(4-fluorophenyl)ethoxy)-4-((2,2,2-trifluoroethyl)sulfonamido)phenyl)-5-(pyrazin-2-ylamino)-1H-pyrazole-4-carboxamide FC1=CC=C(C=C1)C(C)OC=1C=C(C=CC1NS(=O)(=O)CC(F)(F)F)C1=NNC(=C1C(=O)N)NC1=NC=CN=C1